CN(NC(CN1C2=C(OC(C1=O)(F)F)C=C(C(=C2)C2=C(C(=C(C(=C2F)F)F)F)F)F)=O)C(=O)OC(C)(C)C tert-butyl 1-methyl-2-(2-(2,2,7-trifluoro-3-oxo-6-(perfluorophenyl)-2,3-dihydro-4H-benzo[b][1,4]oxazin-4-yl)acetyl)hydrazine-1-carboxylate